C(=O)(OC(C)(C)C)C(C=O)[C@@H]1CC[C@H](CC1)N trans-Boc-2-(4-aminocyclohexyl)acetaldehyde